N1(CCOCC1)C1=NC2=C(N=CC=C2C(=C1)N1C2CC(CC(C1)(C2)C)(C)C)C2=CC=NN2 2-(morpholin-4-yl)-8-(1H-pyrazol-5-yl)-4-[1,3,3-trimethyl-6-azabicyclo[3.2.1]oct-6-yl]-1,7-naphthyridine